ClC=1C=C2C(=CN=C(C2=CN1)O[C@@H]1C[C@@H](C1)S(=O)(=O)C)[C@H](CC)N[S@@](=O)C(C)(C)C (S)-N-((S)-1-(6-chloro-1-((cis)-3-(methylsulfonyl)cyclobutoxy)-2,7-naphthyridin-4-yl)propyl)-2-methylpropan-2-sulfinamide